4-acetyl-N'-(2-(4-isobutylphenyl)propanoyl)benzenesulfonohydrazide C(C)(=O)C1=CC=C(C=C1)S(=O)(=O)NNC(C(C)C1=CC=C(C=C1)CC(C)C)=O